NC=1C=2N(C3=CC(=C(C=C3N1)F)C(=O)N(C)C1COCC3=NC(=CC=C31)N3CCC(CC3)=C(F)F)C=NC2 4-amino-N-[2-[4-(difluoromethylene)-1-piperidinyl]-6,8-dihydro-5H-pyrano[3,4-b]pyridin-5-yl]-7-fluoro-N-methyl-imidazo[1,5-a]quinoxaline-8-carboxamide